OC1=C(C(=CC=C1)O)C(CC)=NO (2,6-dihydroxyphenyl)propan-1-one oxime